3,6-dibromo-9-(4,6-diphenyl-1,3,5-triazin-2-yl)-9H-carbazole BrC=1C=CC=2N(C3=CC=C(C=C3C2C1)Br)C1=NC(=NC(=N1)C1=CC=CC=C1)C1=CC=CC=C1